C1(=CC=C(C=C1)C=1OC2=C(N1)C(=CC(=C2)C2=CC=C(C=C2)C2=CC=C(C=C2)C2=CC=C(C=C2)C#N)C2=CC=CC=C2)C2=CC=CC=C2 2-(biphenyl-4-yl)-6-(4''-cyano-[1,1':4',1'']terphenyl-4-yl)-4-phenyl-benzoxazole